6-((4-((2-methoxy-3-(2-methyl-2H-tetrazol-5-yl)phenyl)amino)-2-methyl-3-oxo-2,3-dihydro-1H-pyrazolo[3,4-b]pyridin-6-yl)amino)pyridinecarbonitrile COC1=C(C=CC=C1C=1N=NN(N1)C)NC1=C2C(=NC(=C1)NC1=CC=CC(=N1)C#N)NN(C2=O)C